FC1=C(C(=C(C(=C1F)F)F)F)[B-](C1=C(C(=C(C(=C1F)F)F)F)F)(C1=C(C(=C(C(=C1F)F)F)F)F)C1=C(C(=C(C(=C1F)F)F)F)F.CC=1C=C([NH2+]C)C=CC1 C3,N-dimethylanilinium tetrakis(perfluorophenyl)borate